2-(3-(1-((1R,3s,5S)-1,5-dimethyl-8-azabicyclo[3.2.1]octan-3-yl)vinyl)-1,2,4-triazin-6-yl)-5-(1H-imidazol-1-yl)phenol C[C@]12CC(C[C@](CC1)(N2)C)C(=C)C=2N=NC(=CN2)C2=C(C=C(C=C2)N2C=NC=C2)O